IC=1N=CN2C1CN(CC2)C(C)=O 1-(1-iodo-5,6-dihydroimidazo[1,5-a]pyrazin-7(8H)-yl)ethan-1-one